N-(4-fluoro-3-methylphenyl)-1,2,4-trimethyl-5-(2-((2-methyl-1-(3-methyl-1,2,4-oxadiazol-5-yl)propyl)amino)-2-oxoacetyl)-1H-pyrrole-3-carboxamide FC1=C(C=C(C=C1)NC(=O)C1=C(N(C(=C1C)C(C(=O)NC(C(C)C)C1=NC(=NO1)C)=O)C)C)C